CN(C1CC(C1)OC=1N=C(C2=C(N1)N=C(C(=C2)F)C2=C(C=CC=C2F)O)N2[C@@H](CNCC2)C)C 2-(2-(3-(dimethylamino)cyclobutoxy)-6-fluoro-4-((R)-2-methylpiperazin-1-yl)pyrido[2,3-d]pyrimidin-7-yl)-3-fluorophenol